4,5-DIFLUORO-2-ISOPROPOXYPHENYLBORONIC ACID FC1=CC(=C(C=C1F)B(O)O)OC(C)C